OC=1C(C=C(OC1)CN1N=NC(=C1)COC1=CC=C(C=O)C=C1)=O 4-((1-((5-hydroxy-4-oxo-4H-pyran-2-yl)methyl)-1H-1,2,3-triazol-4-yl)methoxy)benzaldehyde